NCC=1C=C(C=CC1)S(=O)(=O)N1CCC2(CC(CO2)NC[C@@H](COC=2C=C(C=CC2)S(=O)(=O)NC)O)CC1 3-((2S)-3-(8-(3-(aminomethyl)phenylsulfonyl)-1-oxa-8-azaspiro[4.5]decan-3-ylamino)-2-hydroxypropoxy)-N-methylbenzenesulfonamide